C1(CCCCC1)NC=1C=CC=2N(N1)C(=NN2)C2=CC(=CC=C2)C(F)(F)F N-cyclohexyl-3-[3-(trifluoromethyl)phenyl][1,2,4]triazolo[4,3-b]pyridazin-6-amine